(2S,3R)-5,7-dihydroxy-2-(3,4,5-trihydroxyphenyl)chroman-3-yl 2,6-difluoro-3,4,5-trihydroxybenzoate FC1=C(C(=O)O[C@H]2[C@@H](OC3=CC(=CC(=C3C2)O)O)C2=CC(=C(C(=C2)O)O)O)C(=C(C(=C1O)O)O)F